CC1=CC=2C3=C(C(N(C3=C1)C1C(NC(CC1)=O)=O)=O)C=CC2 3-(7-methyl-2-oxo-benzo[cJ]indol-1-yl)piperidine-2,6-dione